C(#N)C1=CC=2N(N=C1)C(=CC2)C2=CC(=C(C=N2)C2=NN=C(S2)N2C[C@H]1CC[C@@H](C2)C1NC(C)=O)NC1(CCOCC1)C N-((1R,5S,8s)-3-(5-(6-(3-cyanopyrrolo[1,2-b]pyridazin-7-yl)-4-((4-methyltetrahydro-2H-pyran-4-yl)amino)pyridin-3-yl)-1,3,4-thiadiazol-2-yl)-3-azabicyclo[3.2.1]octan-8-yl)acetamide